N-{[2-(cyclopentylmethoxy)pyridin-3-yl]methyl}-5-{2-acetamidoimidazo[1,2-b]pyridazin-6-yl}-2-methylpyridine-3-carboxamide C1(CCCC1)COC1=NC=CC=C1CNC(=O)C=1C(=NC=C(C1)C=1C=CC=2N(N1)C=C(N2)NC(C)=O)C